C[Si](CCOCN1N=CC2=C1SC(=C2)C=2CCN(CC2)C(=O)OC(C)(C)C)(C)C tert-butyl 4-(1-[[2-(trimethylsilyl) ethoxy]methyl]thieno[2,3-c]pyrazol-5-yl)-3,6-dihydro-2H-pyridine-1-carboxylate